(±)-Ethyl 2-bromo-2-(6-bromopyridin-2-yl)acetate Br[C@@H](C(=O)OCC)C1=NC(=CC=C1)Br |r|